4-((6-(1-Isopropyl-1H-pyrazol-4-yl)pyrazin-2-yl) ((4-(4-isopropylphenyl) bicyclo[2.2.2]octan-1-yl) methyl)carbamoyl)(trans-cyclohexyl) 3-hydroxyazetidine-1-carboxylate OC1CN(C1)C(=O)O[C@@H]1CC[C@H](CC1)C(N(CC12CCC(CC1)(CC2)C2=CC=C(C=C2)C(C)C)C2=NC(=CN=C2)C=2C=NN(C2)C(C)C)=O